8-bromo-5-chloro-7-methyl-[1,2,4]triazolo[4,3-a]pyridine BrC=1C=2N(C(=CC1C)Cl)C=NN2